NC1=C(C2=C(C=3N=CC=NC3C(=C2)C)NC1=O)C1=C2C=NNC2=C(C=C1)F 8-Amino-7-(7-fluoro-1H-indazol-4-yl)-5-methyl-10H-pyrido[2,3-f]quinoxalin-9-one